CC=1C=C(/C=C/C=2SC(=C(N2)C2=CC=C(C=C2)F)Br)C=CC1 (E)-2-(3-methyl-styryl)-5-bromo-4-(4-fluorophenyl)thiazole